CNCCO methyl-(2-hydroxyethyl)amine